C(#N)C1=CC=C(CNC(=O)C=2C(N(C3=C(N=CC=C3C2)OCC2(CC2)S(N(C)CC)(=O)=O)C)=O)C=C1 N-(4-cyanobenzyl)-8-((1-(N-ethyl-N-methylsulfamoyl)cyclopropyl)methoxy)-1-methyl-2-oxo-1,2-dihydro-1,7-naphthyridine-3-carboxamide